[N+](=O)([O-])C1=C(C=CC=C1)NC(C(=O)N)C1=C(C=CC=C1Cl)Cl α-[(2-nitrophenyl)amino]-2,6-dichloro-benzeneacetamide